ClC=1N=C(C2=C(N1)C(=C(N=C2)C2=CC(=CC1=CC=C(C(=C21)CC)F)OCOC)F)C2C(CC21CNCCC1)O (2-chloro-7-(8-ethyl-7-fluoro-3-(methoxymethoxy)naphthalen-1-yl)-8-fluoropyrido[4,3-d]pyrimidin-4-yl)-6-azaspiro[3.5]nonan-2-ol